OC1=C(C=CC=C1)C=1C=C2N3CCN(C[C@@H]3CNC2=NN1)C1CCN(CC1)C1CCN(CC1)C[C@H]1CN(CCC1)C(=O)OC(C)(C)C tert-butyl (3S)-3-[[4-[4-[(10S)-4-(2-hydroxyphenyl)-1,5,6,8,12-pentazatricyclo[8.4.0.02,7]tetradeca-2,4,6-trien-12-yl]-1-piperidyl]-1-piperidyl]methyl]piperidine-1-carboxylate